COC1=CC=C(C=C1)C=1C=C2C(=NC1)NC(N2CC(C=2SC=CC2)=O)=O 6-(4-methoxyphenyl)-1-[2-oxo-2-(2-thienyl)ethyl]-3H-imidazo[4,5-b]pyridin-2-one